C1(CC1)[C@]1(C(N(C[C@H]1C)C=1C=2N(N=CC1)C=C(C2)C=2C=NN(C2)C2=CC=NC=C2)=O)C#N (3R,4S)-3-cyclopropyl-4-methyl-2-oxo-1-[6-(1-pyridin-4-ylpyrazol-4-yl)pyrrolo[1,2-b]pyridazin-4-yl]pyrrolidine-3-carbonitrile